NC1=CC=C(C=C1)C=1C2=CC=C(N2)C(=C2C=CC(C(=C3C=CC(=C(C=4C=CC1N4)C4=CC=C(C=C4)N)N3)C3=CC=C(C=C3)N)=N2)C2=CC=C(C=C2)N 5,10,15,20-tetra(p-aminophenyl)porphyrin